FC(CCC(=O)N)F 4,4-difluorobutanamide